[N+](=O)([O-])C(CCCCCC=CC(=O)O)CCCCCCCCC 9-nitro-9-cis-octadecenoic acid